2-[1-(4-chlorophenyl)-1H-pyrazol-3-yl]-N-[5-(trifluoromethyl)-1,3-thiazol-2-yl]acetamide ClC1=CC=C(C=C1)N1N=C(C=C1)CC(=O)NC=1SC(=CN1)C(F)(F)F